[6-[(5-chloro-2-pyridyl)methyl]-2-azaspiro[3.3]heptan-2-yl]-[6-[3-(1-hydroxycyclopropyl)-1,2,4-triazol-1-yl]-2-azaspiro[3.3]heptan-2-yl]methanone ClC=1C=CC(=NC1)CC1CC2(CN(C2)C(=O)N2CC3(C2)CC(C3)N3N=C(N=C3)C3(CC3)O)C1